N-{1-[3-(dimethylamino)propyl]-1H-pyrazol-4-yl}-2-(1H-pyrazol-4-yl)-1,3-thiazole CN(CCCN1N=CC(=C1)N1C(SC=C1)C=1C=NNC1)C